(S)-N-(5-bromo-2-methoxypyridin-3-yl)-5-(2-methylpiperazin-1-yl)pyridin-2-amine hydrochloride Cl.BrC=1C=C(C(=NC1)OC)NC1=NC=C(C=C1)N1[C@H](CNCC1)C